ClC=1C=2N(C=CN1)C(=NC2)N2C[C@@H](CCC2)NC2=NC=C(C=N2)C(F)(F)F (R)-N-(1-(8-chloroimidazo[1,5-a]pyrazin-3-yl)piperidin-3-yl)-5-(trifluoromethyl)pyrimidin-2-amine